OCC1C(C1)C(C(=O)O)(C)C 2-(2-(Hydroxymethyl)cyclopropyl)-2-methyl-propionic acid